7-methoxy-1-{[(2s,4s)-4-methyl-5-oxopyrrolidin-2-yl]methoxy}isoquinoline-6-carboxamide COC1=C(C=C2C=CN=C(C2=C1)OC[C@H]1NC([C@H](C1)C)=O)C(=O)N